ClC=1C=C(C=CC1)C1=CN(C2=NC(=CC=C21)C(=O)N2C(C(NCC2)=O)(C)C)CC(C)C 4-[3-(3-chlorophenyl)-1-isobutyl-pyrrolo[2,3-b]pyridine-6-carbonyl]-3,3-dimethyl-piperazin-2-one